BrC=1NC2=CC=C(C=C2C1C)CNC(OC(C)(C)C)=O tert-butyl ((2-bromo-3-methyl-1H-indol-5-yl)methyl)carbamate